3-methyl-4-cyclohexene-1,2-dicarboxylic acid sodium salt [Na+].CC1C(C(CC=C1)C(=O)[O-])C(=O)[O-].[Na+]